N1-cyclohexyl-3-fluorobenzene-1,2-diamine C1(CCCCC1)NC=1C(=C(C=CC1)F)N